4-amino-1-carbamimidoylpiperidine-4-carboxylic acid NC1(CCN(CC1)C(N)=N)C(=O)O